NC1=CC=CC(=N1)C=1C=C(C=CC1)CC(C(=O)OC(C)(C)C)(C)C tert-butyl 3-(3-(6-aminopyridin-2-yl)-phenyl)-2,2-dimethylpropionate